C1CCC2=C(C=CC=C12)NC1=C(C=C2C(=N1)NN=C2I)F N-(2,3-dihydro-1H-inden-4-yl)-5-fluoro-3-iodo-1H-pyrazolo[3,4-b]pyridin-6-amine